4,4'-bipyridine trichloride [Cl-].[Cl-].[Cl-].N1=CC=C(C=C1)C1=CC=NC=C1